2-n-propyl-hydroquinone C(CC)C1=C(O)C=CC(=C1)O